1,4-bis(diphenylphosphino)butane C1(=CC=CC=C1)P(CCCCP(C1=CC=CC=C1)C1=CC=CC=C1)C1=CC=CC=C1